C1(=CC=CC=C1)C1=NOOC(=C1)C1=CC=CC=C1 4,6-diphenyl-dioxazine